FC=1C(C(=C(C(C1F)=C(C#N)C#N)F)F)=C(C#N)C#N 2,2'-(perfluorocyclohexa-2,5-diene-1,4-diylidene)dimalononitrile